FC(C#C)(C(C#C)(F)F)F 3,3,4,4-tetrafluorohexa-1,5-diyne